C(C)OC(C)OCC(C)N 1-(1-Ethoxyethoxy)-propan-2-amin